C1(CCCC1)N1N=C(C=C1C1=C(C=CC=C1)C(F)(F)F)C(=O)N[C@H](CC(=O)NN1CCCC1)CCC1=CC=C(C=C1)F (3S)-3-({1-cyclopentyl-5-[2-(trifluoromethyl)phenyl]-1H-pyrazol-3-yl}formamido)-5-(4-fluorophenyl)-N-(pyrrolidin-1-yl)pentanamide